COC(=O)C1=CN=C(N1)C1CCOCC1 2-Tetrahydropyran-4-yl-1H-imidazole-5-carboxylic acid methyl ester